1-(3,4-dimethyl-2-phenyl-2H-pyrazolo[3,4-d]pyridazin-7-yl)-N-(3-morpholinopropyl)piperidine-4-carboxamide CC=1N(N=C2C(=NN=C(C21)C)N2CCC(CC2)C(=O)NCCCN2CCOCC2)C2=CC=CC=C2